2,3,4,6-tetra-O-acetyl-alpha-D-mannopyranosyl trichloroacetimidate ClC(C(O[C@@H]1[C@@H](OC(C)=O)[C@@H](OC(C)=O)[C@H](OC(C)=O)[C@H](O1)COC(C)=O)=N)(Cl)Cl